(5-bromo-6-(methoxymethyl)pyridin-2-yl)methanol BrC=1C=CC(=NC1COC)CO